FC(C=1OC(=NN1)C=1C=NC(=CC1)CN1N=C(N=N1)C1=CC=CC=C1)F 2-(difluoromethyl)-5-(6-((5-phenyl-2H-tetrazol-2-yl)methyl)pyridin-3-yl)-1,3,4-oxadiazole